COC=1C=C(C=C(C1OC)OC)C1=NNC2=NC=CC(=C21)C=2C=C(C=CC2)NS(=O)(=O)C N-[3-[3-(3,4,5-trimethoxyphenyl)-1H-pyrazolo[3,4-b]pyridin-4-yl]phenyl]methane-sulfonamide